BrC1=C2C=CNC2=C(C(=C1OC1=CC(=NC=C1)C(N)=S)F)F 4-((4-bromo-6,7-difluoro-1H-indol-5-yl)oxy)pyridine-2-carbothioamide